tert-butyl [trans-4-{3-[4-(trifluoromethyl)phenyl]azetidine-1-carbonyl}cyclohexyl]carbamate FC(C1=CC=C(C=C1)C1CN(C1)C(=O)[C@@H]1CC[C@H](CC1)NC(OC(C)(C)C)=O)(F)F